N1N=CC(=C1C(=O)O)C(=O)O pyrazole-4,5-dicarboxylic acid